FC=1C=C2C(=C(N(C2=CC1F)C)C(=O)N1CCN(CC1)C(=O)OC(C)(C)C)O tert-Butyl 4-(5,6-difluoro-3-hydroxy-1-methyl-1H-indole-2-carbonyl)piperazine-1-carboxylate